C([2H])([2H])([2H])NC=1N=CC(=C2C=C(N=CC12)C1(CC1)C(=O)N)C#C[Si](C)(C)C (8-((methyl-d3)amino)-5-((trimethylsilyl)ethynyl)-2,7-naphthyridin-3-yl)cyclopropanecarboxamide